C(C)OC=1C=C(C=2N(C1)N=C1C2C=NN1)C=1C=CC(=NC1)N1C[C@@H]2[C@H](C1)CN(C2)C(=O)OC(C)(C)C tert-butyl (3aR,6aS)-5-(5-(6-ethoxy-1H-pyrazolo[3',4':3,4]pyrazolo[1,5-a]pyridin-4-yl) pyridin-2-yl)hexahydropyrrolo[3,4-c]pyrrole-2(1H)-carboxylate